C(C1=CC=CC=C1)OC(=O)N[C@@H](CC(=O)OC(C)(C)C)C(CBr)=O tert-butyl (3S)-3-{[(benzyloxy)carbonyl]amino}-5-bromo-4-oxopentanoate